CS(=N)(=O)C1=CC=C(C=C1)Br 1-bromo-4-(S-methylsulfonimidoyl)benzene